(S)-5-(((R)-tert-butylsulfinyl)amino)-5,7-dihydrospiro[cyclopenta[c]pyridine-6,4'-piperidine]-1'-carboxylic acid tert-butyl ester C(C)(C)(C)OC(=O)N1CCC2(CC1)[C@@H](C1=C(C=NC=C1)C2)N[S@](=O)C(C)(C)C